C(C)OC(=O)C1=CC=C(C=C1)C1N(CCC(C1)C)CC1=C2C=CN(C2=C(C=C1OC)C)C(=O)OC(C)(C)C tert-Butyl 4-((2-(4-(ethoxycarbonyl)phenyl)-4-methylpiperidin-1-yl)methyl)-5-methoxy-7-methyl-1H-indole-1-carboxylate